2-methylene-4-phenyl-1,3-dioxepane C=C1OCCCC(O1)C1=CC=CC=C1